C1(=CC=CC2=CC=CC=C12)C[C@H](N)C(=O)O L-3-(1-naphthyl)alanine